3,7-dibromo-[1,2]azaborino[1,2-a][1,2]azaborin-4-amine BrC=1C=CB2N(C1N)C=C(C=C2)Br